methyl-1,2,3,4-tetrahydroisoquinolin CC1NCCC2=CC=CC=C12